4-METHOXYPHTHALALDEHYDE COC=1C=C(C(C=O)=CC1)C=O